COCCN1C(=NC2=C(C=C(C=C2C1=O)C)C(C)NC1=C(C(=O)O)C=CC=C1)N1CCOCC1 2-((1-(3-(2-methoxyethyl)-6-methyl-2-morpholino-4-oxo-3,4-dihydroquinazolin-8-yl)ethyl)amino)benzoic acid